CC1=CC=C(C=C1)S(=O)(=O)O.CC1=CC=C(C=C1)S(=O)(=O)O.N=1N(C=C2C1CNC2)C2=CC=CC(=N2)OCC2=C(C=C(C#N)C=C2)F 4-(((6-(5,6-dihydropyrrolo[3,4-c]pyrazol-2(4H)-yl)pyridin-2-yl)oxy)methyl)-3-fluorobenzonitrile bis(4-methylbenzenesulfonate)